C(C)(=O)OCC=1C(=NC=CC1B(O)O)N1C(C2=CC=3CC(CC3N2CC1)(C)C)=O {3-[(acetoxy)methyl]-2-{4,4-dimethyl-9-oxo-1,10-diaza-tricyclo[6.4.0.02,6]dodeca-2(6),7-dien-10-yl}pyridin-4-yl}boronic acid